C(C)(C)(C)N1N=C(C=C1)C(=O)NCC1=C(C=C(C=C1)C1=NC=NN2C1=CC(=C2)C=2CCOCC2)C 1-(tert-butyl)-N-(4-(6-(3,6-dihydro-2H-pyran-4-yl)pyrrolo[2,1-f][1,2,4]triazin-4-yl)-2-methylbenzyl)-1H-pyrazole-3-carboxamide